tetrakis(dimethylamino)tin (iv) CN(C)[Sn](N(C)C)(N(C)C)N(C)C